manganic manganate [Mn](=O)(=O)([O-])[O-].[Mn+3].[Mn](=O)(=O)([O-])[O-].[Mn](=O)(=O)([O-])[O-].[Mn+3]